5-carboxyimidazoleamide C(=O)(O)C1=CN=C(N1)C(=O)N